4-(5-amino-6-(4-morpholinophenyl)-2H-indazol-2-yl)-2-methylbutan-2-ol NC1=CC2=CN(N=C2C=C1C1=CC=C(C=C1)N1CCOCC1)CCC(C)(O)C